4-chloro-N-[(3-chloro-4-fluorophenyl)-(5-methyl-4-methylsulfonyl-1H-imidazol-2-yl)methyl]-6-fluoropyridin-2-amine ClC1=CC(=NC(=C1)F)NC(C=1NC(=C(N1)S(=O)(=O)C)C)C1=CC(=C(C=C1)F)Cl